FC(C=1C=NC(=NC1)N1CCN(CC1)C=C=O)(F)F [4-[5-(trifluoromethyl)pyrimidin-2-yl]piperazin-1-yl]ethenone